4-((2-(((tert-butyldimethylsilyl)oxy)methyl)-3,6-difluorobenzyl)amino)-5-chloro-2-fluoro-N-(thiazol-4-yl)benzenesulfonamide [Si](C)(C)(C(C)(C)C)OCC1=C(CNC2=CC(=C(C=C2Cl)S(=O)(=O)NC=2N=CSC2)F)C(=CC=C1F)F